1-butyl-N-((9-ethyl-3,3-dimethyl-2,3,4,9-tetrahydro-1H-carbazol-6-yl)methyl)-1H-benzo[d]imidazol-2-amine C(CCC)N1C(=NC2=C1C=CC=C2)NCC=2C=C1C=3CC(CCC3N(C1=CC2)CC)(C)C